[2-[[1-[2-(aminomethyl)-3,3-difluoro-allyl]-5-oxo-1,2,4-triazol-4-yl]methyl]benzothien-6-yl]-1-methyl-3,4-dihydroquinolin-2-one trifluoroacetate FC(C(=O)O)(F)F.NCC(CN1N=CN(C1=O)CC=1SC2=C(C1)C=CC(=C2)C2C(N(C1=CC=CC=C1C2)C)=O)=C(F)F